ClC1=C(C(=O)N2COC3=C(C2)C=CC=C3C3=CC(=C(C(=O)OC)C=C3F)N3CCOCC3)C(=CC(=C1)N1C(CCC1)=O)Cl Methyl 4-[3-[2,6-dichloro-4-(2-oxopyrrolidin-1-yl)benzoyl]-2,4-dihydro-1,3-benzoxazin-8-yl]-5-fluoro-2-morpholin-4-ylbenzoate